C(C)COC1CCN(CC1)C(=O)NCCCC(CCCC(CCCCC(CCCC(CCC)C)C)C)C 1-[4-ethylmethoxypiperidinamido](2E,4E,6E,8E,10E,12E,14E,16Z,18E)-4,8,13,17-tetramethyleicosane